4-amino-3-fluoro-5-[[(2S)-oxetan-2-ylmethyl]amino]benzoic acid methyl ester COC(C1=CC(=C(C(=C1)NC[C@H]1OCC1)N)F)=O